8-(6,6-Difluorobicyclo[3.1.0]hexan-3-yl)-N-(3-fluoro-5-(1-methyl-1H-pyrazol-4-yl)benzyl)-7H-purine-6-carboxamide FC1(C2CC(CC12)C1=NC2=NC=NC(=C2N1)C(=O)NCC1=CC(=CC(=C1)C=1C=NN(C1)C)F)F